C12C=3C=C(C=NC3CC(CC1)C2)NC2=NC(=NC=C2)NC2=CC(=C(C=C2)OCCCN2CCCCC2)OC 4-{6-azatricyclo[7.2.1.02,7]dodeca-2(7),3,5-trien-4-ylamino}-2-[3-methoxy-4-(3-piperidinopropoxy)phenylamino]pyrimidine